(1S,2S)-(+)-1,2-diaminocyclohexane C1CC[C@@H]([C@H](C1)N)N